3-(quinoxalin-6-yl)-1,2-dihydroquinolin-2-one N1=CC=NC2=CC(=CC=C12)C=1C(NC2=CC=CC=C2C1)=O